Cl.ClC1=C(C=CC(=C1Cl)OC)C(C)NC(N(C1C(CN(CC1)C)(C)C)C)=O 3-(1-(2,3-dichloro-4-methoxyphenyl)ethyl)-1-methyl-1-(1,3,3-trimethylpiperidin-4-yl)urea monohydrochloride salt